CC(C)OC1=CC=NC2=C(C=CC=C12)S(=O)(=O)NC1=C(C=CC=C1)C#CC=1C=CC(=NC1)C(=O)O 5-(2-{2-[4-(propan-2-yloxy)quinoline-8-sulfonamido]phenyl}ethynyl)pyridine-2-carboxylic acid